ClC=1C(=C2C(N(CN(C2=CC1)C1=C(C=C(C=C1)F)C)C1=CC(NC=C1)=O)=O)F 6-chloro-5-fluoro-1-(4-fluoro-2-methylphenyl)-3-(2-oxo-1,2-dihydropyridin-4-yl)-2,3-dihydroquinazolin-4(1H)-one